(4S)-4-((tert-butyldiphenylsilyl)oxy)-2-(3-chloropropyl)pyrrolidine-1,2-dicarboxylic acid 1-tert-butyl 2-methyl ester COC(=O)C1(N(C[C@H](C1)O[Si](C1=CC=CC=C1)(C1=CC=CC=C1)C(C)(C)C)C(=O)OC(C)(C)C)CCCCl